CC1=NOC(=N1)CC1(CCC2(OCCO2)CC1)C1=CC=CC=C1 3-Methyl-5-((8-phenyl-1,4-dioxaspiro[4.5]decan-8-yl)methyl)-1,2,4-oxadiazole